(R)-5-([1,2,4]triazolo[1,5-a]pyridin-7-yl)-N-(1,1,1-trifluoropropan-2-yl)-7H-pyrrolo[2,3-d]pyrimidin-2-amine N=1C=NN2C1C=C(C=C2)C2=CNC=1N=C(N=CC12)N[C@@H](C(F)(F)F)C